docosatrienoylcarnitine C(C=CC=CC=CCCCCCCCCCCCCCCC)(=O)C(O)(C[N+](C)(C)C)CC([O-])=O